Benzyl (2R,4S)-2-(tert-butyl)-5-oxo-4-((4-pentylbicyclo[2.2.2]octan-1-yl)methyl)oxazolidine-3-carboxylate C(C)(C)(C)[C@H]1OC([C@@H](N1C(=O)OCC1=CC=CC=C1)CC12CCC(CC1)(CC2)CCCCC)=O